C(C(=O)OCCCCC)(=O)OC methyl amyl oxalate